(2RS)-N-{4-[5-Cyclopropyl-4-oxo-3-(pyridin-2-yl)-4,5-dihydro-1H-pyrrolo[3,2-c]pyridin-2-yl]pyridin-2-yl}-4,4-difluoro-2-(4-fluorophenyl)butanamid C1(CC1)N1C(C2=C(C=C1)NC(=C2C2=NC=CC=C2)C2=CC(=NC=C2)NC([C@H](CC(F)F)C2=CC=C(C=C2)F)=O)=O |r|